(4-((6-amino-5-(3-hydroxy-3-methylbutan-1-yn-1-yl)pyrimidin-4-yl)oxy)-2-fluorophenyl)-3-(3-(tert-butyl)-1-(4-methoxyphenyl)-1H-pyrazol-5-yl)urea NC1=C(C(=NC=N1)OC1=CC(=C(C=C1)NC(=O)NC1=CC(=NN1C1=CC=C(C=C1)OC)C(C)(C)C)F)C#CC(C)(C)O